C(C)(C)(C)OC(=O)N1CC2C(C1)CC(C2)C2=NN(C(=C2C(NC2=CC(=C(C=C2)F)Cl)=O)N)C 5-(5-amino-4-((3-chloro-4-fluorophenyl)carbamoyl)-1-methyl-1H-pyrazol-3-yl)hexahydrocyclopenta[c]Pyrrole-2(1H)-carboxylic acid tert-butyl ester